Diisohexyl ketone C(CCC(C)C)C(=O)CCCC(C)C